N-(2-chloro-phenyl)-benzamide ClC1=C(C=CC=C1)NC(C1=CC=CC=C1)=O